6-chloro-7-methylpyrido[3,2-d]Pyrimidin-4-amine ClC=1C(=CC=2N=CN=C(C2N1)N)C